C1=CC=C(C=2SC3=C(C21)C=CC=C3)B(O)O dibenzo[b,d]Thiophene-4-ylboronic acid